4-methyl-N-[4-methyl-1-(propan-2-yl)-1H-pyrazol-3-yl]-3-[2-(pyridin-3-yl)ethynyl]benzamide CC1=C(C=C(C(=O)NC2=NN(C=C2C)C(C)C)C=C1)C#CC=1C=NC=CC1